FC(S(=O)(=O)N1C[C@H]([C@@H](CC1)NC1=NN2C(C=N1)=C(C=C2C2=NC=C(C=C2)C(F)(F)F)F)O)F (3R,4R)-1-((difluoromethyl)sulfonyl)-4-((5-fluoro-7-(5-(trifluoromethyl)pyridin-2-yl)pyrrolo[2,1-f][1,2,4]triazin-2-yl)amino)piperidin-3-ol